CC=1C=CC=2N(C1)C=C(N2)CNC(=O)C=2C=1C=NNC1C=CC2 N-({6-methylimidazo[1,2-a]pyridin-2-yl}methyl)-1H-indazole-4-carboxamide